diallylammonium chloride [Cl-].C(C=C)[NH2+]CC=C